FC(C(=O)O)(F)F.NC(CN(C1=C(C=C(C=C1)NC1=NC=2N(C(=C1)NC1CC1)N=CC2C#N)CS(=O)(=O)C)C)(C)C 5-((4-((2-amino-2-methylpropyl)(methyl)amino)-3-((methylsulfonyl)methyl)phenyl)amino)-7-(cyclopropylamino)pyrazolo[1,5-a]pyrimidine-3-carbonitrile monotrifluoroacetic acid salt